OC1C2CN(CC1CC2)C(=O)OC(C)(C)C tert-butyl 8-hydroxy-3-azabicyclo[3.2.1]octane-3-carboxylate